4-(2-pyridyldithio)-butyric acid, 2,5-dioxo-1-pyrrolidinyl ester N1=C(C=CC=C1)SSCCCC(=O)ON1C(CCC1=O)=O